FC(C1=CC=C(C(=O)N2CC=3N(C4=CC=CC=C4C3CC2)CC(=O)NO)C=C1)(F)F [2-(4-Trifluoromethylbenzoyl)-2,3,4,9-tetrahydro-1H-beta-carbolin-9-yl]-N-hydroxyacetamide